C(CC)C1=CC=C(CN2N=NC=C2)C=C1 1-(4-propylbenzyl)-1H-1,2,3-triazole